ClC=1C=NC=C(C1[C@@H](C)OC=1C=C2C(=NN(C2=CC1)C1OCCCC1)C=1C=C2C(CC3(CCN(CC3)C(=O)OC(C)(C)C)OC2=CC1)=O)Cl tert-Butyl 6-(5-((R)-1-(3,5-dichloropyridin-4-yl)ethoxy)-1-(tetrahydro-2H-pyran-2-yl)-1H-indazol-3-yl)-4-oxospiro[chromane-2,4'-piperidine]-1'-carboxylate